N-((9H-fluoren-9-yl)carbamoyl)-6,7-dihydro-5H-pyrazolo[5,1-b][1,3]oxazine-3-sulfonamide C1=CC=CC=2C3=CC=CC=C3C(C12)NC(=O)NS(=O)(=O)C=1C=NN2C1OCCC2